3-bromo-4-methyl-5-[4-(methylsulfanyl)phenoxy]pyridine tert-butyl-5-[(tert-butyldimethylsilyl)oxy]-2-{2-fluoro-6-[(3R)-3-hydroxypiperidin-1-yl]pyridin-3-yl}-1H-indole-1-carboxylate C(C)(C)(C)OC(=O)N1C(=CC2=CC(=CC=C12)O[Si](C)(C)C(C)(C)C)C=1C(=NC(=CC1)N1C[C@@H](CCC1)O)F.BrC=1C=NC=C(C1C)OC1=CC=C(C=C1)SC